7-methoxy-N-(piperidin-4-yl)quinolin-5-amine hydrochloride Cl.COC=1C=C(C=2C=CC=NC2C1)NC1CCNCC1